cis-2-cyano-N-[3-(2-methoxyphenyl)-1H-pyrrolo[2,3-b]pyridin-6-yl]cyclopropane-1-carboxamide C(#N)[C@@H]1[C@@H](C1)C(=O)NC1=CC=C2C(=N1)NC=C2C2=C(C=CC=C2)OC